Cl.O1C2=C(C=C(C1)N)C=CS2 2H-thieno[2,3-b]pyran-3-amine hydrochloride